N-((1-(7-BROMO-6-FLUOROQUINAZOLIN-4-YL)PIPERIDIN-3-YL)METHYL)-CYCLOPROPANESULFONAMIDE BrC1=C(C=C2C(=NC=NC2=C1)N1CC(CCC1)CNS(=O)(=O)C1CC1)F